FC=1C=C(C=C(C1NCC1(CCNCC1)F)[N+](=O)[O-])S(=O)(=O)NC(C1=CC=CC=C1)=O N-((3-fluoro-4-(((4-fluoropiperidin-4-yl)methyl)amino)-5-nitrophenyl)sulfonyl)benzamide